ClC=1C=C(C=CC1)C(CO)NC(=O)C1=CN(C=C1)C1=CC(=NC=C1)N[C@H](CO)CC N-(1-(3-chloro-phenyl)-2-hydroxy-ethyl)-1-(2-(((S)-1-hydroxybutan-2-yl)amino)pyridin-4-yl)-1H-pyrrole-3-carboxamide